11-[2,3-difluoro-4-[(2S)-2-methyloctoxy]phenoxy]undecylphosphonic acid FC1=C(OCCCCCCCCCCCP(O)(O)=O)C=CC(=C1F)OC[C@H](CCCCCC)C